C12CN(CC(CC1)N2)C=2OC1=C(N2)C(=C(C=C1C=1SC=CN1)Cl)OC(F)(F)F 2-(3,8-diazabicyclo[3.2.1]octan-3-yl)-5-chloro-7-(thiazol-2-yl)-4-(trifluoromethoxy)benzo[d]oxazole